C1(CC1)C1=NN(C=N1)C1CC2(CN(C2)C(=O)N2CC(C2)N2N=CC(=C2)OCC(F)(F)F)C1 [6-(3-cyclopropyl-1,2,4-triazol-1-yl)-2-azaspiro[3.3]heptan-2-yl]-[3-[4-(2,2,2-trifluoroethoxy)pyrazol-1-yl]azetidin-1-yl]methanone